NC=1C=C(C=CC1)C(=O)N1C2CCC(C1)C2 (3-Aminophenyl)-(2-azabicyclo[2.2.1]heptan-2-yl)methanone